1-(2-(Piperidin-4-yl)-2H-indazol-5-yl)dihydropyrimidine-2,4(1H,3H)-dione N1CCC(CC1)N1N=C2C=CC(=CC2=C1)N1C(NC(CC1)=O)=O